FC=1C=C(C=C(C1F)N1CCNCC1)C=1C=C2C(=NC1)NC=C2C2=CC=1N(C=C2)N=CC1C(=O)N1CCCCC1 (5-(5-(3,4-difluoro-5-(piperazin-1-yl)phenyl)-1H-pyrrolo[2,3-b]pyridin-3-yl)pyrazolo[1,5-a]pyridin-3-yl)(piperidin-1-yl)methanone